1-(5-(4-chloro-7-fluoro-2-(4-(5-fluoro-3-methoxypyridin-2-yl)piperazine-1-carbonyl)-1H-indol-6-yl)-3,6-dihydropyridin-1(2H)-yl)-3-(1H-1,2,3-triazol-1-yl)propan-1-one ClC1=C2C=C(NC2=C(C(=C1)C1=CCCN(C1)C(CCN1N=NC=C1)=O)F)C(=O)N1CCN(CC1)C1=NC=C(C=C1OC)F